5-trifluoromethyl-1,3,4-thiadiazole FC(C1=NN=CS1)(F)F